CC1=C(C(=C(C=C1N)N)C)N 2,6-dimethyl-benzene-1,3,5-triamine